(N-(2-aminoethyl)-3-aminopropyl)(trimethoxy)silane NCCNCCC[Si](OC)(OC)OC